(P)-3-bromo-4-((3,5-difluoropyridin-2-yl)methoxy)-2'-(2-(2-hydroxypropan-2-yl)-5-methylpyrimidin-4-yl)-5',6-dimethyl-2H-[1,4'-bipyridin]-2-one BrC=1C(N(C(=CC1OCC1=NC=C(C=C1F)F)C)C1=CC(=NC=C1C)C1=NC(=NC=C1C)C(C)(C)O)=O